N-(5-(4-fluorophenyl)-4-isopropyl-1-methyl-1H-pyrazol-3-yl)-3,3-dimethylbutanamide FC1=CC=C(C=C1)C1=C(C(=NN1C)NC(CC(C)(C)C)=O)C(C)C